3-(1-(6-((2-(2,6-dioxopiperidin-3-yl)-1,3-dioxoisoindolin-5-yl)amino)hexyl)-1H-pyrazol-4-yl)quinoxaline-6-carbonitrile O=C1NC(CCC1N1C(C2=CC=C(C=C2C1=O)NCCCCCCN1N=CC(=C1)C=1C=NC2=CC=C(C=C2N1)C#N)=O)=O